C(C=C)OC(=O)[C@H](C)OC([C@H](C)O)=O (S)-2-hydroxy-propionic acid (S)-1-allyloxycarbonyl-ethyl ester